4-AMINO-3-BROMOBENZALDEHYDE NC1=C(C=C(C=O)C=C1)Br